2-(3,6-dihydro-2H-pyran-4-yl)-N-(3-morpholinopropyl)-4-nitroaniline O1CCC(=CC1)C1=C(NCCCN2CCOCC2)C=CC(=C1)[N+](=O)[O-]